rac-(5R)-7,7-difluoro-5-phenyl-N-[rac-(6S)-4-methyl-5-oxo-7,8-dihydro-6H-pyrazolo[1,5-a][1,3]diazepin-6-yl]-5,6-dihydropyrrolo[1,2-b][1,2,4]triazole-2-carboxamide FC1(C[C@@H](N2N=C(N=C21)C(=O)N[C@@H]2C(N(C=1N(CC2)N=CC1)C)=O)C1=CC=CC=C1)F |r|